C(C)C1=CC(=NC(=C1)N1CC(C1)(C)OC)C(=O)OC methyl 4-ethyl-6-(3-methoxy-3-methylazetidin-1-yl)picolinate